C12CN(CC(CC1)N2)C2=NC(=NC1=C(C(=C(C=C21)Cl)C=2C=C(C(=O)N)C=CC2C)F)OCC21CCCN1CCC2 3-(4-(3,8-diazabicyclo-[3.2.1]octan-3-yl)-6-chloro-8-fluoro-2-((tetrahydro-1H-pyrrolizin-7a(5H)-yl)meth-oxy)quinazolin-7-yl)-4-methylbenzamide